Cl.C[C@@](N)(CS)C(=O)O (S)-2-methylcysteine hydrochloride